C(C)(C)N1N=C(N=C1[C@@H]1CC(CC1)=O)C=1C=NC(=CC1)C(F)(F)F (S)-3-(1-isopropyl-3-(6-(trifluoromethyl)pyridin-3-yl)-1H-1,2,4-triazol-5-yl)cyclopentanone